8-methyl-7-(2,2,2-trifluoroacetyl)-5,6,7,8-tetrahydro-1,7-naphthyridine 1-oxide CC1N(CCC=2C=CC=[N+](C12)[O-])C(C(F)(F)F)=O